C(C)C1=NN(C=2CN(C(C(C21)CC)=O)C)C=2C=CC=C1C=C(N=CC21)C=2C=CC(=NC2)C(=O)NCCC#CC2=C1CN(C(C1=CC=C2)=O)C2C(NC(CC2)=O)=O 5-(8-(3,4-Diethyl-6-methyl-5-oxo-4,5,6,7-tetrahydro-1H-pyrazolo[3,4-c]pyridin-1-yl)isoquinolin-3-yl)-N-(4-(2-(2,6-dioxopiperidin-3-yl)-1-oxoisoindolin-4-yl)but-3-yn-1-yl)picolinamide